O[C@@H]1[C@H]2[C@@H]3CC[C@H]([C@@H](CCCC(C)C)C)[C@]3(CC[C@@H]2[C@]2(CC[C@@H](CC2=C1)O)C)C 7b-hydroxycholesterol